bis-trifluoromethyl-sulfimide lithium salt [Li].FC(F)(F)S(=N)C(F)(F)F